2-[1-(4-benzylpiperazin-1-yl)cyclopropyl]-1,3-benzoxazole C(C1=CC=CC=C1)N1CCN(CC1)C1(CC1)C=1OC2=C(N1)C=CC=C2